(5R,8S)-4-chloro-5-methyl-5,6,7,8-tetrahydroquinolin-8-ol ClC1=CC=NC=2[C@H](CC[C@H](C12)C)O